ClC=1C(=C(C=CC1N=C=O)C1=CC=C(C=C1)N=C=O)Cl dichloro-4,4'-diisocyanato-1,1'-biphenyl